bis(triphenylphosphino)palladium (II) chloride C1(=CC=CC=C1)P(C1=CC=CC=C1)(C1=CC=CC=C1)[Pd-](P(C1=CC=CC=C1)(C1=CC=CC=C1)C1=CC=CC=C1)Cl